C(C)(C)(C)OC(NC1(CC1)C([2H])([2H])[2H])=O 1-(Methyl-d3)cyclopropylcarbamic acid tert-butyl ester